N-(9-hexadecenoyl)glutamine tert-butyl-5-(6-(cyclopropanecarboxamido)-1-((2-(trimethylsilyl)ethoxy)methyl)-1H-pyrrolo[2,3-b]pyridin-3-yl)-1H-indazole-1-carboxylate C(C)(C)(C)C1=NN(C2=CC=C(C=C12)C1=CN(C2=NC(=CC=C21)NC(=O)C2CC2)COCC[Si](C)(C)C)C(=O)O.C(CCCCCCCC=CCCCCCC)(=O)N[C@@H](CCC(N)=O)C(=O)O